7-fluoro-1-(4-fluoro-2-methylphenyl)-3-(6-methoxy-2-methylpyridin-3-yl)-6-(trifluoromethyl)-2,3-dihydroquinazolin-4(1H)-one FC1=C(C=C2C(N(CN(C2=C1)C1=C(C=C(C=C1)F)C)C=1C(=NC(=CC1)OC)C)=O)C(F)(F)F